CN1C=C(C=2C1=NC=C(C2)NC(C=C)=O)C#CC=2SC(=CC2)C(F)(F)F N-(1-Methyl-3-((5-(trifluoromethyl)thiophen-2-yl)ethynyl)-1H-pyrrolo[2,3-b]pyridin-5-yl)acrylamide